2-[1-[2-[(3S)-3-Fluoropyrrolidin-1-yl]-6-methyl-4-oxo-chromen-8-yl]ethylamino]benzoic acid F[C@@H]1CN(CC1)C=1OC2=C(C=C(C=C2C(C1)=O)C)C(C)NC1=C(C(=O)O)C=CC=C1